CNC(=O)C1=NNC=C1 N-methylpyrazole-3-carboxamide